[K].C(CCCCCCCCCCCCCCC(C)C)OCCCCCCCCCCCCCCCC(C)C isooctadecyl ether Potassium salt